2,2'-(2,5-cyclohexadiene-1,4-diylidene)bismalononitrile C1(C=CC(C=C1)=C(C#N)C#N)=C(C#N)C#N